methylpregna-4,9(11)-diene-3,20-dione CCC([C@H]1CC[C@H]2[C@@H]3CCC4=CC(CC[C@]4(C)C3=CC[C@]12C)=O)=O